N-(3-fluoro-5-(1-(4-fluorophenyl)-1H-pyrazol-4-yl)benzyl)-8-(3-fluorobicyclo[1.1.1]pentan-1-yl)-7H-purine-6-carboxamide FC=1C=C(CNC(=O)C2=C3NC(=NC3=NC=N2)C23CC(C2)(C3)F)C=C(C1)C=1C=NN(C1)C1=CC=C(C=C1)F